tert-butyl ((1R,4r)-4-((R)-3-fluoropyrrolidin-1-yl)cyclohexyl)carbamate F[C@H]1CN(CC1)C1CCC(CC1)NC(OC(C)(C)C)=O